(6-bromopyridin-2-yl)(1-methylpiperidin-4-yl)methanone BrC1=CC=CC(=N1)C(=O)C1CCN(CC1)C